C(CCC)NCCN N-Butyl-1,2-ethandiamin